1-(3,5-dimethylmorpholino)-2-iodoethan-1-one CC1COCC(N1C(CI)=O)C